N-(3-aminoimidazo[1,2-a]pyridin-6-yl)-4-cyclopropyl-2-(4-fluoro-2-methylphenoxy)-5-(trifluoromethyl)benzamide NC1=CN=C2N1C=C(C=C2)NC(C2=C(C=C(C(=C2)C(F)(F)F)C2CC2)OC2=C(C=C(C=C2)F)C)=O